C(CCCCCCCCCCCCCCCCC)OC[C@@H](OCCCCCCCCCCCCCCCCCC)COP(=O)(O)O 1,2-dioctadecyl-sn-glycero-3-phosphate